(S)-5-((5-(8-fluoroimidazo[1,2-a]pyridin-6-yl)-7H-pyrrolo[2,3-d]pyrimidin-2-yl)amino)-1-methylpiperidin-2-one FC=1C=2N(C=C(C1)C1=CNC=3N=C(N=CC31)N[C@H]3CCC(N(C3)C)=O)C=CN2